3-[3-[(4-methyl-1,2,4-triazol-3-yl)methyl]Oxetan-3-yl]Benzaldehyde CN1C(=NN=C1)CC1(COC1)C=1C=C(C=O)C=CC1